1-Hydroxyindol-2-one ON1C(CC2=CC=CC=C12)=O